N-phenyl-4-(3-vinylbenzyloxy)aniline C1(=CC=CC=C1)NC1=CC=C(C=C1)OCC1=CC(=CC=C1)C=C